5-Ethyl-2-methylpyridine C(C)C=1C=CC(=NC1)C